SC mercaptomethane